COC(CC1=CC(=CC=C1)Br)=O (3-Bromophenyl)acetic acid methylester